methyl (E)-2-[2-(4-tert-butyl-pyridin-2-yloxy) Methyl phenyl]-3-methoxyacrylate C(C)(C)(C)C1=CC(=NC=C1)OCC1=C(C=CC=C1)/C(/C(=O)OC)=C\OC